(4-amino-5-bromo-2-chloro-phenyl)methanol NC1=CC(=C(C=C1Br)CO)Cl